OC1=C(C=CC(=C1)C(F)(F)F)C1=C2C(=C(N=N1)NC1CCCC1)C=NC=C2 (1R,2R)-4-((1-(2-hydroxy-4-(trifluoromethyl)phenyl)pyrido[3,4-d]pyridazin-4-yl)amino)cyclopentane